5-(2-(pyrrolidin-1-yl)ethoxy)-2,2'-bipyridine N1(CCCC1)CCOC=1C=CC(=NC1)C1=NC=CC=C1